2-oxo-spiro[indoline-3,3'-pyrrolidine] O=C1NC2=CC=CC=C2C12CNCC2